CC(COCCC)OCC(C)N 1-(1-methyl-2-propoxyethoxy)-2-propylamine